(1S,3S,4S)-N-((S)-1-cyano-2-((S)-2-oxopiperidin-3-yl)ethyl)-5,5-difluoro-2-(4-methoxy-1H-indole-2-carbonyl)-2-azabicyclo[2.2.2]octane-3-carboxamide C(#N)[C@H](C[C@H]1C(NCCC1)=O)NC(=O)[C@H]1N([C@@H]2CC([C@H]1CC2)(F)F)C(=O)C=2NC1=CC=CC(=C1C2)OC